tert-butyl N-[trans-4-[[3-[(Z)-N'-(2-chloro-4-hydroxy-phenyl)carbamimidoyl]-6-(1-methyl-pyrazol-4-yl)pyrrolo[1,2-b]pyridazin-4-yl]amino]cyclohexyl]carbamate ClC1=C(C=CC(=C1)O)\N=C(/N)\C1=C(C=2N(N=C1)C=C(C2)C=2C=NN(C2)C)N[C@@H]2CC[C@H](CC2)NC(OC(C)(C)C)=O